3-(2-(2-(4-(4-((7-(3-(methylsulfonamido)phenyl)pyrrolo[2,1-f][1,2,4]triazin-2-yl)amino)phenyl)piperazin-1-yl)ethoxy)ethoxy)propanamide CS(=O)(=O)NC=1C=C(C=CC1)C1=CC=C2C=NC(=NN21)NC2=CC=C(C=C2)N2CCN(CC2)CCOCCOCCC(=O)N